NCCC1=CC=C(C=C1)NC1CCS(CC1)(=O)=O 4-((4-(2-aminoethyl)phenyl)amino)tetrahydro-2H-thiopyran 1,1-dioxide